N1(CCC1)CC1(C=NOC=C1)CNC(=O)C1=CC2=C(S1)CCCCCC2 N-{[4-(azetidin-1-ylmethyl)oxazin-4-yl]methyl}-4H,5H,6H,7H,8H,9H-cycloocta[b]thiophene-2-carboxamide